tert-butyl (2R)-2-({[4-(3-iodo-4-oxo-1,5,6,7-tetrahydroindol-2-yl)pyridin-3-yl] oxy} methyl)azetidine-1-carboxylate IC1=C(NC=2CCCC(C12)=O)C1=C(C=NC=C1)OC[C@@H]1N(CC1)C(=O)OC(C)(C)C